methyl-(4-((2,4,5-trifluorophenyl)ethynyl)benzyl)-1-(1H-1,2,4-triazol-1-yl)butan-2-ol CC(C(CC)O)(N1N=CN=C1)CC1=CC=C(C=C1)C#CC1=C(C=C(C(=C1)F)F)F